7-bromo-3-((trifluoromethyl)thio)benzofuran-2-carbaldehyde BrC1=CC=CC=2C(=C(OC21)C=O)SC(F)(F)F